C(C)OC(C(=O)C1CS(C2=CC=CC(=C2C1=O)C)(=O)=O)=O 2-(5-Methyl-1,1-dioxo-4-oxothiochroman-3-yl)-2-oxoacetic acid ethyl ester